2,7-dimethylindazol CN1N=C2C(=CC=CC2=C1)C